O1NNCC=C1 2,3-dihydrooxadiazine